1-N-t-Butoxycarbonyl-2,5-dihydro-1H-pyrrole-3-boronic acid pinacol ester C(C)(C)(C)OC(=O)N1CC(=CC1)B1OC(C)(C)C(C)(C)O1